NCCNCCC[Si](OCC)(OCC)OCC ((aminoethyl)aminopropyl)(triethoxy)silane